Quinolate C1=CC2=C(C(=C1)[O-])N=CC=C2.C1=CC2=C(C(=C1)[O-])N=CC=C2.[Cu+2]